C(C)(C)(C)[Si](OCCC[C@]1(N(CCC1=C)C(=O)OC(C)(C)C)C(=O)OCC)(C)C 1-(tert-butyl) 2-ethyl (R)-2-(3-((tertbutyldimethylsilyl)oxy)propyl)-3-methylenepyrrolidine-1,2-dicarboxylate